CN(C(OC1=CC(=CC(=C1)C#N)Cl)=S)C O-(3-chloro-5-cyanophenyl) dimethylthiocarbamate